1,3-bis(2-hydroxyethoxy)benzenecarbonyl-octanoic acid OCCOC1(CC(=CC=C1)OCCO)C(=O)C(C(=O)O)CCCCCC